BrC=1C(=NC(=NC1)NC1=C(C=C(C(=C1)CC)N1CCC(CC1)C)OC)NC=1C(=C2N=CC=NC2=CC1)NS(=O)(=O)C N-(6-((5-bromo-2-((5-ethyl-2-methoxy-4-(4-methylpiperidin-1-yl)phenyl)amino)pyrimidin-4-yl)amino)quinoxalin-5-yl)methanesulfonamide